N[C@@H]1CN(CC[C@H]1F)C1=NC2=C(N1[C@@H]1C(N(CC1)C)=O)C=C(C(=C2)F)F (S)-3-(2-((3r,4r)-3-amino-4-fluoropiperidin-1-yl)-5,6-difluoro-1H-benzo[d]imidazol-1-yl)-1-methylpyrrolidin-2-one